3-{[2-(4-chlorophenyl)imidazo[1,2-a]pyrimidin-3-yl]methyl}-N-(2-ethylphenyl)-3,8-diaza-bicyclo[3.2.1]octane-8-carboxamide ClC1=CC=C(C=C1)C=1N=C2N(C=CC=N2)C1CN1CC2CCC(C1)N2C(=O)NC2=C(C=CC=C2)CC